ClC1=NC(=CC=C1C#N)CC 2-chloro-6-ethyl-pyridine-3-carbonitrile